methyl-1-(4-(3-tolyl)-4,7-dihydro-5H-thieno[2,3-c]pyran-7-yl)methylamine CNCC1OCC(C2=C1SC=C2)C=2C=C(C=CC2)C